FC(C=1C=NC(=NC1)N1CC(C1)NC=1C2=C(N=CN1)C1=C(S2)N=CC=N1)(F)F N-(1-(5-(trifluoromethyl)pyrimidin-2-yl)azetidin-3-yl)pyrazino[2',3':4,5]thieno[3,2-d]pyrimidin-4-amine